tert-butyl 3-[(5-formyl-2-methylsulfanyl-pyrimidin-4-yl)amino]piperidine-1-carboxylate C(=O)C=1C(=NC(=NC1)SC)NC1CN(CCC1)C(=O)OC(C)(C)C